tert-Butyl (6-(4-allyl-4H-1,2,4-triazol-3-yl)pyridin-2-yl)(2-(allyloxy)-5-bromobenzoyl)carbamate C(C=C)N1C(=NN=C1)C1=CC=CC(=N1)N(C(OC(C)(C)C)=O)C(C1=C(C=CC(=C1)Br)OCC=C)=O